NC=1C(=CC(=NC1Cl)C1=NC(=NC(=N1)N[C@@H](C(F)(F)F)C)N[C@@H](C(F)(F)F)C)Cl 6-(5-amino-4,6-dichloropyridin-2-yl)-N2,N4-bis((R)-1,1,1-trifluoroprop-2-yl)-1,3,5-triazine-2,4-diamine